CC1=C(C=2N(C=C1C1=C(C3=NC(=CC=C3N1)N1CCN(CC1)C(CN1CC3(CS(C3)(=O)=O)C1)=O)C(C)C)N=CN2)C 6-{2-[4-(2-{7,8-Dimethyl-[1,2,4]triazolo[1,5-a]pyridin-6-yl}-3-(propan-2-yl)-1H-pyrrolo[3,2-b]pyridin-5-yl)piperazin-1-yl]-2-oxoethyl}-2λ6-thia-6-azaspiro[3.3]heptan-2,2-dion